N1(CCC2=CC=CC=C12)C(=O)N1[C@@H](C=2N(CC1)C(=NN2)C2=NC(=NS2)C)C (R)-indolin-1-yl-(8-methyl-3-(3-methyl-1,2,4-thiadiazol-5-yl)-5,6-dihydro-[1,2,4]triazolo[4,3-a]pyrazin-7(8H)-yl)methanone